(Z)-ethyl 2-bromo-2-(2-(2-hydroxypropyl)hydrazono)acetate Br\C(\C(=O)OCC)=N/NCC(C)O